FC1=C2C(=NC=3N(C2=CC=C1)C(=NN3)C)N3CCCCC1=C3C=CC=C1C#CC(C)(O)C 4-[1-(6-fluoro-1-methyl-[1,2,4]triazolo[4,3-a]quinazolin-5-yl)-2,3,4,5-tetrahydro-1-benzazepin-6-yl]-2-methyl-but-3-yn-2-ol